C(C)N1CCN(CC1)CC=1N=C2N(C(=NC=3C(=CC=CC23)F)N)C1 2-((4-ethylpiperazin-1-yl)methyl)-7-fluoroimidazo[1,2-c]quinazolin-5-amine